Cyclobutyl ((2S,3S)-2-hydroxy-5-methyl-1-((((S)-2-oxopyrrolidin-3-yl)methyl)amino)hexan-3-yl)carbamate O[C@@H](CNC[C@H]1C(NCC1)=O)[C@H](CC(C)C)NC(OC1CCC1)=O